ClC=1C=C(C=C(C1)NS(=O)(=O)C)NC(=O)C1=CN(C(=C1)C1=NC=C(C=N1)N1CC(C1)C(F)(F)F)CC(F)F N-(3-chloro-5-(methylsulfonamido)phenyl)-1-(2,2-difluoroethyl)-5-(5-(3-(trifluoromethyl)azetidin-1-yl)pyrimidin-2-yl)-1H-pyrrole-3-carboxamide